(2S)-2-[(2-phenoxyacetyl)amino]-3-phenylpropionic acid O(C1=CC=CC=C1)CC(=O)N[C@H](C(=O)O)CC1=CC=CC=C1